aminomethyl-cyclohexanol acetate C(C)(=O)OC1(CCCCC1)CN